The molecule is an aromatic ether that consists of glycerol in which the hydrogen of the 1-hydroxy group is substituted by a 4-cyclohexylphenyl moiety and the 3-hydroxy function is substituted by a 4-(pyridin-2-yl)piperazin-1-yl group. It has a role as an antiviral agent. It is an aminopyridine, a N-alkylpiperazine, a N-arylpiperazine and an aromatic ether. It derives from a glycerol. C1CCC(CC1)C2=CC=C(C=C2)OCC(CN3CCN(CC3)C4=CC=CC=N4)O